ClC=1C=CC=C(C1OC1=C2N=CN(C2=NC=N1)C)Cl 3,5-dichloro-4-((9-methyl-9H-purin-6-yl)oxy)benzene